C1C(CC2=CC=CC=C12)NP(C1=CC=C(C=C1)[Si](CCCC)(CCCC)CCCC)C1=CC=C(C=C1)[Si](CCCC)(CCCC)CCCC N-(2,3-dihydro-1H-inden-2-yl)-1,1-bis(4-(tributylsilyl)phenyl)phosphanamine